N1=C(C=CC(=C1)OCCN1C(CCCC1)=O)C1=NC=CC=C1 1-(2-([2,2'-bipyridin]-5-yloxy)ethyl)piperidin-2-one